N=1N(N=C2C1C=CC=C2)C2=CC(=CC=C2O)C(C)(C)CC(C)(C)C 6-(benzotriazole-2-yl)-4-tert-octylphenol